[1,2,4]TRIAZOLO[1,5-A]PYRIDIN-6-BORONIC ACID N=1C=NN2C1C=CC(=C2)B(O)O